C1(CCCCC1)NC1=NC(=NC2=CC=CC=C12)NC1=CC(=C(C=C1)F)F N4-cyclohexyl-N2-(3,4-difluorophenyl)quinazoline-2,4-diamine